3-amino-1-((1R,2S)-2-methylcyclopropyl)pyridin-2(1H)-one NC=1C(N(C=CC1)[C@H]1[C@H](C1)C)=O